3-(1-(2,3-dichlorophenyl)vinyl)-5-methyl-1H-pyrazole ClC1=C(C=CC=C1Cl)C(=C)C1=NNC(=C1)C